FC(C1=CC=C(C=C1)C=1NC(C2=C(N1)CCSC2)=O)(F)F 2-(4-trifluoromethylphenyl)-7,8-dihydro-5H-thiopyrano[4,3-d]pyrimidine-4(3H)-on